(R)-2-(4-(3-chloro-4-((3,5-difluoropyridin-2-yl)methoxy)-5'-methyl-6-(methyl-d3)-2-oxo-2H-[1,4'-bipyridine]-2'-yl)thiazol-2-yl)-2-methylpropanamide ClC=1C(N(C(=CC1OCC1=NC=C(C=C1F)F)C([2H])([2H])[2H])C1=CC(=NC=C1C)C=1N=C(SC1)C(C(=O)N)(C)C)=O